6-[2-Ethyl-5-(trifluoromethyl)imidazo[4,5-b]pyridin-3-yl]-3H-1,3-benzoxazol C(C)C1=NC=2C(=NC(=CC2)C(F)(F)F)N1C1=CC2=C(NCO2)C=C1